COC1=C(C=CC=C1)C(CS1C(CC2=C1C(=C(S2=O)C)C=2OC=CN2)=O)OC2CCOCC2 1-(2-(2-methoxyphenyl)-2-((tetrahydro-2H-pyran-4-yl)oxy)ethyl)-5-methyl-6-(oxazol-2-yl)-2,4-dioxo-1,4-dihydrothieno[2,3-d]thiophene